4-[difluoro-(3,4,5-trifluorophenoxy)-methyl]-3,5-difluoro-4'-pentylbiphenyl FC(C1=C(C=C(C=C1F)C1=CC=C(C=C1)CCCCC)F)(OC1=CC(=C(C(=C1)F)F)F)F